tert-butyl N-[4-(2,4-difluorophenyl)-2-[[4-(methylsulfonimidoyl)benzoyl]amino]phenyl]carbamate FC1=C(C=CC(=C1)F)C1=CC(=C(C=C1)NC(OC(C)(C)C)=O)NC(C1=CC=C(C=C1)S(=O)(=N)C)=O